NN.[N-]=C=O isocyanate compound with hydrazine